CN1N=CC(=C1)C1=CC=C2C(=N1)NC=C2C2=CC=C1C(NC3(C1=C2)CCCCC3)=O 6'-(6-(1-methyl-1H-pyrazol-4-yl)-1H-pyrrolo[2,3-b]pyridin-3-yl)spiro[cyclohexane-1,1'-isoindolin]-3'-one